3-ethyl-2-cresol C(C)C1=C(C(=CC=C1)O)C